ClC1=CC(=C2C(=N1)C1(OCC2)COCC1)OC([2H])([2H])C1COC1 2'-chloro-4'-(oxetan-3-ylmethoxy-d2)-4,5,5',6'-tetrahydro-2H-spiro[furan-3,8'-pyrano[3,4-b]pyridine]